BrC=1C=CC=C2C(=CN=CC12)N1C(N(C(CC1)=O)CC1=CC=C(C=C1)OC)=O 1-(8-bromo-4-isoquinolyl)-3-[(4-methoxyphenyl)methyl]hexahydropyrimidine-2,4-dione